N-(phenyl((S)-pyrrolidin-2-yl)methyl)-4-(1H-pyrrolo[2,3-b]pyridin-4-yl)-3,4-dihydro-2H-1,4-thiazine-6-carboxamide hydrochloride Cl.C1(=CC=CC=C1)C(NC(=O)C1=CN(CCS1)C1=C2C(=NC=C1)NC=C2)[C@H]2NCCC2